2-iodo-2,2-difluoroacetic acid ethyl ester C(C)OC(C(F)(F)I)=O